C(C)(C)(C)OC(=O)N1CC2(C1)CC(C(C(C2)=O)C2=C(C=C(C=C2C)C2=CC=C(C=C2)F)C)=O 7-[4-(4-Fluorophenyl)-2,6-dimethyl-phenyl]-6,8-dioxo-2-azaspiro[3.5]nonane-2-carboxylic acid tert-butyl ester